O=C1N(C(C=C1)=O)CCCC(NCCOCCOCCOCCC(N[C@H](C(N[C@H](C(=O)NC=1C=C(C=CC1O)CCCC(C(=O)O)C)C)=O)C)=O)=O 5-(3-((2S,5S)-23-(2,5-dioxo-2,5-dihydro-1H-pyrrol-1-yl)-2,5-dimethyl-4,7,20-trioxo-10,13,16-trioxa-3,6,19-triazatricosanamido)-4-hydroxyphenyl)-2-methylpentanoic acid